C1(=CC=CC=C1)[P@](OC1C2=CC=CC=C2C=2C=CC=CC12)(OC)=O 9H-Fluoren-9-yl methyl (R)-phenylphosphonate